c-1-methoxy(2-propanol) COCC(C)O